[Na].C(#N)C1=NC=CC(=C1)C=1C(=C2CCCC2=CC1)NC(=O)NS(=O)(=O)C1=CC=2CN(CCC2S1)CCS(=O)(=O)C ((5-(2-cyanopyridin-4-yl)-2,3-dihydro-1H-inden-4-yl)carbamoyl)((5-(2-(methylsulfonyl)ethyl)-4,5,6,7-Tetrahydrothieno[3,2-c]pyridin-2-yl)sulfonyl)amine sodium salt